ClC1=CC=C(C(=N1)C(=O)NS(=O)(=O)C)N[C@H](C)C=1C=C(C=C2C(N(C(=NC12)N1CCC(CC1)C1=NN(C=C1C#N)C)C)=O)C (R)-6-chloro-3-((1-(2-(4-(4-cyano-1-methyl-1H-pyrazol-3-yl)piperidin-1-yl)-3,6-dimethyl-4-oxo-3,4-dihydroquinazolin-8-yl)ethyl)amino)-N-(methylsulfonyl)picolinamide